(3-{4-[(6S)-6-(2-anilino-2-oxoethyl)-2,3,9-trimethyl-6H-thieno[3,2-f][1,2,4]triazolo[4,3-a][1,4]diazepin-4-yl]phenoxy}propoxy)acetic acid tert-butyl ester C(C)(C)(C)OC(COCCCOC1=CC=C(C=C1)C1=N[C@H](C=2N(C3=C1C(=C(S3)C)C)C(=NN2)C)CC(=O)NC2=CC=CC=C2)=O